Cl.ClC=1C=NN2C1C(=CC(=C2)C=2N=NN(C2C)[C@@H]2[C@@H](CNCC2)O)OC(CO)C2=NC=C(C=C2)F (3R,4S)-4-[4-[3-chloro-4-[1-(5-fluoro-2-pyridyl)-2-hydroxy-ethoxy]pyrazolo[1,5-a]pyridin-6-yl]-5-methyl-triazol-1-yl]piperidin-3-ol HCl